methyl-2-(3-{[tert-butyl(dimethyl)silyl]oxy}propyl)-5-({[6-(trifluoromethyl)pyridin-2-yl]carbonyl}amino)-2H-indazole-6-carboxylate COC(=O)C=1C(=CC2=CN(N=C2C1)CCCO[Si](C)(C)C(C)(C)C)NC(=O)C1=NC(=CC=C1)C(F)(F)F